OC1(CCCCC1)C#CC=1C=C2C(=CC=NC2=CC1)SC(C(=O)O)CC 2-((6-((1-hydroxycyclohexyl)ethynyl)quinolin-4-yl)thio)butanoic acid